butyl (4-formylphenethyl)carbamate C(=O)C1=CC=C(CCNC(OCCCC)=O)C=C1